2-(2-nitro-1-(2-phenyl-1H-indol-3-yl)ethyl)thiophene-3-sulfonyl fluoride [N+](=O)([O-])CC(C1=C(NC2=CC=CC=C12)C1=CC=CC=C1)C=1SC=CC1S(=O)(=O)F